ClC1=NC=CC(=C1)OC1=CC2=C(N=C(S2)N2C([C@H]3[C@H]4C=C[C@@H]([C@H]3C2=O)C4)=O)C=C1 (1r,2s,6r,7s)-4-[6-[(2-chloro-4-pyridinyl)oxy]-1,3-benzothiazol-2-yl]-4-azatricyclo[5.2.1.02,6]dec-8-ene-3,5-dione